(3,5-dichloro-4-((6,7-dichloro-4-oxo-3,4-dihydro-phthalazin-1-yl)oxy)phenyl)-2,4-dioxo-1,2,3,4-tetrahydropyrimidine-5-carbonitrile ClC=1C=C(C=C(C1OC1=NNC(C2=CC(=C(C=C12)Cl)Cl)=O)Cl)N1C(NC(C(=C1)C#N)=O)=O